NC1=NC=CC(=C1Cl)SC=1N=CC(=NC1)N1CCC2(CC1)OC1=C(C2)C=CC=C1 (R)-1'-(5-((2-amino-3-chloropyridin-4-yl)thio)pyrazin-2-yl)-3H-spiro[benzofuran-2,4'-piperidin]